(+-)-N-(1,2-dichloro-5,6-dihydro-4H-benzo[f]imidazo[1,2-a]azepin-4-yl)-1-(2,6-dichlorobenzyl)-1H-1,2,4-triazole-3-carboxamide ClC1=C(N=C2N1C1=C(CC[C@H]2NC(=O)C2=NN(C=N2)CC2=C(C=CC=C2Cl)Cl)C=CC=C1)Cl |r|